C1(CCCCC1)N1CCC(CC1)C(=O)N(C1=CC=CC=C1)CC=1N=C2N(C=CC(=C2)C=2OC(=NN2)C(F)F)C1 1-cyclohexyl-N-((7-(5-(difluoromethyl)-1,3,4-oxadiazol-2-yl)imidazo[1,2-a]pyridin-2-yl)methyl)-N-phenylpiperidine-4-carboxamide